(E)-8-(3,7-dimethylocta-2,6-dien-1-yl)-7-hydroxy-2-phenyl-5-propyl-4H-benzo[d][1,3]dioxin-4-one C\C(=C/CC1=C(C=C(C2=C1OC(OC2=O)C2=CC=CC=C2)CCC)O)\CCC=C(C)C